NC=1C(=NC(=CN1)C=1C=NC(=CC1)F)C(=O)N[C@H]1COC[C@@H]1OCC1=CC=C(C=C1)Br 3-amino-N-{(3S,4R)-4-[(4-bromophenyl)methoxy]oxolan-3-yl}-6-(6-fluoropyridin-3-yl)pyrazine-2-carboxamide